C(C)(C)C1=NC=NC(=C1C1=NC=C2NC(N(C2=N1)CC1=CC=C(C=C1)N1N=C(C=C1C)C(F)(F)F)=O)OC 2-(4-isopropyl-6-methoxypyrimidin-5-yl)-9-(4-(5-methyl-3-(trifluoromethyl)-1H-pyrazol-1-yl)benzyl)-7,9-dihydro-8H-purin-8-one